COC(CCNC[C@H]1N(CCC1)C1=NC2=C(C(=CC=C2C(=C1)N1C=NC=C1)Cl)Cl)=O.NCCNCCC[Si](OC)(OC)OC N-(aminoethyl)-aminopropyl-trimethoxysilane Methyl-(S)-3-(((1-(7,8-dichloro-4-(1H-imidazol-1-yl)quinolin-2-yl)pyrrolidin-2-yl)methyl)amino)propanoate